5-(N,N-dimethyl-2-aminophenyl)-3-[4-(pyrrolidine-1-carbonyl)benzyl]-1-methyl-1H-pyrazolo[4,3-d]pyrimidine CN(C1=C(C=CC=C1)C=1N=CC2=C(N1)C(=NN2C)CC2=CC=C(C=C2)C(=O)N2CCCC2)C